[K+].O=C([C@H](O)[C@@H](O)[C@H](O)[C@H](O)C(=O)[O-])[O-].[K+] D-Glucaric Acid Potassium Salt